C(C(=O)[O-])(=O)OC(C)C1CC(CCC1)(C)C (1-(3,3-dimethylcyclohexyl) ethyl) oxalate